N1=CC(=CC=C1)C1=CC(=NC=C1)CNC(C1=CC(=C(C=C1)C)S(=O)(=O)C)=O N-([3,4'-bipyridin]-2'-ylmethyl)-4-methyl-3-(methylsulfonyl)benzamide